3-amino-4-methoxy-N-(pyridin-3-ylmethyl)benzamide (2S)-ethyl-2-((((4-nitrophenoxy)phenoxy)phosphoryl)amino)-3-phenylpropanoate C(C)OC([C@H](CC1=CC=CC=C1)N=P(=O)OC1=C(C=CC=C1)OC1=CC=C(C=C1)[N+](=O)[O-])=O.NC=1C=C(C(=O)NCC=2C=NC=CC2)C=CC1OC